ClC1=NC(=C2NC(=NC2=N1)C=1C=NN(C1)CC1=CC(=CC=C1)C(F)(F)F)NCC(OC)OC 2-chloro-N-(2,2-dimethoxyethyl)-8-[1-[[3-(trifluoromethyl)phenyl]methyl]pyrazol-4-yl]-7H-purin-6-amine